COC=1C=CC(=C2C=CN(C12)C)C1=NC=NC=C1 4-(7-methoxy-1-methyl-1H-indol-4-yl)pyrimidine